BrC=1C=C(C=CC1)C1=CC(=NN1)C=1C=C2CCC(OC2=CC1)(C)C 5-(3-Bromophenyl)-3-(2,2-dimethyl-3,4-dihydro-2H-chromen-6-yl)-1H-pyrazole